dodecyl-4-methylphenol C(CCCCCCCCCCC)C1=C(C=CC(=C1)C)O